7-(3,4-dichlorophenyl)-N-((tetrahydro-2H-pyran-2-yl)oxy)chromane-2-carboxamide ClC=1C=C(C=CC1Cl)C1=CC=C2CCC(OC2=C1)C(=O)NOC1OCCCC1